4-(2-(hydroxymethyl)-4-(trifluoromethyl)thiazol-5-yl)-2-((1-(methylsulfonyl)piperidin-4-yl)amino)pyrimidine-5-carbonitrile OCC=1SC(=C(N1)C(F)(F)F)C1=NC(=NC=C1C#N)NC1CCN(CC1)S(=O)(=O)C